6-chloro-7-methyl-2-(3-methyl-1-oxo-2,8-diazaspiro[4.5]dec-2-en-8-yl)-8-nitro-4H-benzo[e][1,3]thiazin-4-one ClC=1C(=C(C2=C(C(N=C(S2)N2CCC3(CC(=NC3=O)C)CC2)=O)C1)[N+](=O)[O-])C